N-(2-trifluoromethylphenylsulfonyloxy)phthalimide FC(C1=C(C=CC=C1)S(=O)(=O)ON1C(C=2C(C1=O)=CC=CC2)=O)(F)F